BrC1=C(C(=CC(=C1)C(C(F)(F)F)(C(F)(F)F)F)Br)NC(C1=C(C(=CC=C1)N(CC1CC1)C(C1=CC(=C(C=C1)C#N)C)=O)F)=O N-[2,6-dibromo-4-(1,1,1,2,3,3,3-heptafluoropropan-2-yl)-phenyl]-3-[N-(cyclopropylmethyl)-3-methyl-4-cyanobenzoylamino]-2-fluorobenzamide